5-(2-acetamidopyridin-4-yl)furan-2-carboxylic acid C(C)(=O)NC1=NC=CC(=C1)C1=CC=C(O1)C(=O)O